O1C(CCCC1)OCCCOC[C@@H]1[C@H](C1)C(=O)O (1S,2S)-2-((3-((tetrahydro-2H-pyran-2-yl)oxy)propoxy)methyl)cyclopropane-1-carboxylic acid